BrC=1C=CC(=NC1)C(CCOCC)N1N=CC(=C1)C1=CC=C(C=C1)NC(OC)=O Methyl (4-(1-(1-(5-bromopyridin-2-yl)-3-ethoxypropyl)-1H-pyrazol-4-yl)phenyl)carbamate